COC(C1CCN(CC1)C1=NOC(=C1)C(C(=O)N1[C@@H](C[C@H](C1)O)C(=O)N[C@@H](C)C1=CC=C(C=C1)C1=C(N=CS1)C)C(C)C)OC (2S,4R)-1-(2-(3-(4-(dimethoxymethyl)piperidin-1-yl)isoxazol-5-yl)-3-methylbutanoyl)-4-hydroxy-N-((S)-1-(4-(4-methylthiazol-5-yl)phenyl)ethyl)pyrrolidine-2-carboxamide